[Mg].[Ti].[Al] aluminum-titanium-magnesium